octanoic acid 9-heptadecyl ester CCCCCCCCC(CCCCCCCC)OC(CCCCCCC)=O